N-(meta-ethylphenyl)fumaric acid amide C(C)C=1C=C(C=CC1)NC(\C=C\C(=O)O)=O